(aziridine-2-yl)(4-(methylsulfonyl)phenyl)methanol N1C(C1)C(O)C1=CC=C(C=C1)S(=O)(=O)C